FC1=C(C(=NC(=N1)C=1C=NC=NC1)OC)C(F)(F)F 6-fluoro-4-methoxy-2-(5-pyrimidinyl)-5-trifluoromethylpyrimidine